COCCC1(C2=CC=CC=C2C=2C=CC=CC12)CCOC 9,9-bis(2-methoxyethyl)-fluorene